2-{3-[3-(tert-butylamino)pyrrolidin-1-yl]-1,2,4-triazin-6-yl}-5-(1H-1,2,3-triazol-4-yl)phenol C(C)(C)(C)NC1CN(CC1)C=1N=NC(=CN1)C1=C(C=C(C=C1)C=1N=NNC1)O